FC=1C=C(CC=2C=C3C(=NNC3=CC2)NC(C2=C(C=C(C=C2)N2CCN(CC2)C2CCN(CC2)CC2=CC(=CC=C2)C2C(NC(CC2)=O)=O)NC2CCOCC2)=O)C=C(C1)F N-(5-(3,5-difluorobenzyl)-1H-indazol-3-yl)-4-(4-(1-(3-(2,6-dioxopiperidin-3-yl)benzyl)piperidin-4-yl)piperazin-1-yl)-2-((tetrahydro-2H-pyran-4-yl)amino)benzamide